(3-((3S,4S)-4-amino-3-methyl-2-oxa-8-azaspiro[4.5]decan-8-yl)-6-bromo-5-methylpyrazin-2-yl)methanol N[C@@H]1[C@@H](OCC12CCN(CC2)C=2C(=NC(=C(N2)C)Br)CO)C